CC(C)(OC(=O)NC1(CCC1)C1=CC=C(C=C1)C=1C(=CC(=NC1)NC(OCC1=CC=CC=C1)=O)C1=NC=CC=C1)C phenylmethyl N-[5'-[4-[1-[[(1,1-dimethylethoxy)carbonyl]amino]cyclobutyl]phenyl][2,4'-bipyridin]-2'-yl]carbamate